(S)-2-((1-(3-benzhydryl-1-methyl-1,2,4-triazol-5-yl)ethyl)carbamoyl)-4-methoxypyridin-3-yl propionate C(CC)(=O)OC=1C(=NC=CC1OC)C(N[C@@H](C)C1=NC(=NN1C)C(C1=CC=CC=C1)C1=CC=CC=C1)=O